OC[C@@H](C)NC(=O)C=1C(N(N=C(C1)C1=CC=C(C=C1)C(F)(F)F)C=1C=NN(C1)C)=O (-)-N-[(2R)-1-hydroxypropan-2-yl]-2-(1-methyl-1H-pyrazol-4-yl)-3-oxo-6-[4-(trifluoromethyl)phenyl]-2,3-dihydropyridazine-4-carboxamide